ClC=1C=C(O[C@@H](CO)CCO)C=CC1 (2R)-2-(3-chlorophenoxy)butane-1,4-diol